(2R,5R)-5-(6-(Benzyloxy)-2-bromo-3-chlorobenzyl)-2-(tert-butyl)-5-(2-fluorophenyl)-1,3-dioxolan C(C1=CC=CC=C1)OC1=CC=C(C(=C1C[C@]1(CO[C@H](O1)C(C)(C)C)C1=C(C=CC=C1)F)Br)Cl